5,10,15,20-tetra(4-ethynyl-phenyl)porphyrin C(#C)C1=CC=C(C=C1)C=1C2=CC=C(N2)C(=C2C=CC(C(=C3C=CC(=C(C=4C=CC1N4)C4=CC=C(C=C4)C#C)N3)C3=CC=C(C=C3)C#C)=N2)C2=CC=C(C=C2)C#C